FC1=CC=C(C=N1)C1=CC(=CC=2N1C(=CN2)C#N)OCC(C)(C)O 5-(6-Fluoropyridin-3-yl)-7-(2-hydroxy-2-methylpropoxy)imidazo[1,2-a]pyridine-3-carbonitrile